N,N'-dimethyl-N,N'-bis(3-methylaminopropyl)trimethylenediamine CN(CCCN(CCCNC)C)CCCNC